BrC1=CN(C(C2=C1N=C(N=C2)S(=O)C)=O)C2=C(C=CC=C2Cl)Cl 8-bromo-6-(2,6-dichlorophenyl)-2-methylsulfinylpyrido[4,3-d]pyrimidin-5-one